1-({5-[5-(difluoromethyl)-1,3,4-oxadiazol-2-yl]-1,3-thiazol-2-yl}methyl)-4-methyl-1,2,3,4-tetrahydro-1,7-naphthyridin-2-one FC(C1=NN=C(O1)C1=CN=C(S1)CN1C(CC(C2=CC=NC=C12)C)=O)F